N1=CC(=CC=C1)C=1OC2=C(N1)C=CC(=C2)O 2-(pyridin-3-yl)-1,3-benzooxazol-6-ol